N[C@H](C(=O)O)[C@@H](C1=CC=C(C=C1)S)O (2S,3R)-2-amino-3-hydroxy-3-(4-mercaptophenyl)propanoic acid